2-(N-morpholino)ethanesulfonate C1COCCN1CCS(=O)(=O)[O-]